(dimethylamino)quinoline-3-carboxamide CN(C)C1=NC2=CC=CC=C2C=C1C(=O)N